C1C2C1=CC3=CC=CC=C23 methanoindene